(R or S)-N'-(2-amino-6-fluoroquinazolin-4-yl)-1-(1-methyl-1H-pyrazol-4-yl)piperidine-3-carbohydrazide NC1=NC2=CC=C(C=C2C(=N1)NNC(=O)[C@H]1CN(CCC1)C=1C=NN(C1)C)F |o1:15|